C(C(=C)C)(=O)O.C(C(=C)C)(=O)O.OC1=C(C=C(C(=C1)C)C(C)(C)C1=CC(=C(C=C1C)O)C1CCCCC1)C1CCCCC1 2,2-bis(4-hydroxy-3-cyclohexyl-6-methylphenyl)propane dimethacrylate